tert-butyl 1-(dimethylcarbamoyl)-8,8-difluoro-3-azabicyclo[3.2.1]octane-3-carboxylate CN(C(=O)C12CN(CC(CC1)C2(F)F)C(=O)OC(C)(C)C)C